lithium (E)-4-{[4-(10-benzyl-3-chloro-11-oxo-10,11-dihydro-5H-dibenzo[b,e][1,4]diazepin-5-yl)butyl](methyl)amino}but-2-enoate C(C1=CC=CC=C1)N1C2=C(N(C3=C(C1=O)C=CC(=C3)Cl)CCCCN(C/C=C/C(=O)[O-])C)C=CC=C2.[Li+]